NCC(NCC(=O)N1C[C@@H]2CN([C@H](C1)C(C2)(C)C)C2=CC=C(C=C2)OCC)=N 2-amino-N-(2-((1S,5S)-6-(4-ethoxyphenyl)-9,9-dimethyl-3,6-diazabicyclo[3.2.2]nonan-3-yl)-2-oxoethyl)acetimidamide